6-bromo-1H-pyrrolo[2,3-b]pyridine-3-sulfonyl chloride BrC1=CC=C2C(=N1)NC=C2S(=O)(=O)Cl